ClC=1C(=C2C=NNC2=C(C1F)NCC#N)C=1N=CC=2N(C1)C=C(N2)NC(=O)[C@H]2[C@H](C2)F (1S,2S)-N-(6-(5-chloro-7-((cyanomethyl)amino)-6-fluoro-1H-indazol-4-yl)imidazo[1,2-a]pyrazin-2-yl)-2-fluorocyclopropane-1-carboxamide